CS(C=1C=CC=C2C=CC=NC12)(=O)=NC1=C(C=CC=C1)C#CC=1C=CC(=NC1)C(=O)O 5-[2-(2-{[methyl(oxo)(quinolin-8-yl)-λ6-sulfanylidene]-amino}phenyl)ethynyl]pyridine-2-carboxylic acid